FC(COCCCCCCNCC(O)C=1C(=C(C=CC1)O)CO)(C1=CC(=CC=C1)C)F [2-({6-[2,2-difluoro-2-(3-methylphenyl)ethoxy]hexyl}amino)-1-hydroxyethyl]-2-(hydroxymethyl)phenol